BrC=1C=C(C=CC1)[C@H](C)NC(=O)C1=CC=C2C(=C(N(C2=C1)C)C)CC=1C=C(OC(C(=O)O)(C)C)C=CC1 (S)-2-(3-((6-((1-(3-bromophenyl)ethyl)carbamoyl)-1,2-dimethyl-1H-indol-3-yl)methyl)phenoxy)-2-methylpropanoic acid